N1CCC(CC1)C1=C(C(=O)OC)C=CC=C1 Methyl (piperidin-4-yl)benzoate